C1(=C(OC)C=C(CC=C)C=C1)CC(=O)[O-] Eugenylacetat